Cl.Cl.CC1=CNC=2N=CN=C(C21)N2CCSC(=C2)C(=O)NCC2NCCNC2 4-(5-methyl-7H-pyrrolo[2,3-d]pyrimidin-4-yl)-N-(piperazin-2-ylmethyl)-3,4-dihydro-2H-1,4-thiazine-6-carboxamide dihydrochloride